N-(1-methyl-1H-pyrazol-4-yl)azetidine-3-carboxamide CN1N=CC(=C1)NC(=O)C1CNC1